tert-butyl (S)-4-(1-(6-(4-fluoro-1H-pyrazol-1-yl) pyridin-3-yl) ethyl)-2,5-dicarbonyl-1,4,9-triazaspiro[5.5]undecane-9-carboxylate FC=1C=NN(C1)C1=CC=C(C=N1)[C@H](C)N1CC(NC2(C1=C=O)CCN(CC2)C(=O)OC(C)(C)C)=C=O